NC1=CC=C(C=C1)C=1N=C(N(N1)C1=CC=C(C=C1)OC(F)(F)F)NCC 5-(4-aminophenyl)-N-ethyl-2-[4-(trifluoromethoxy)phenyl]-1,2,4-triazol-3-amine